C(C)(C)(C)[C@@H](N)C(=O)O D-α-t-butylglycine